N-(1,1-dioxotetrahydro-2H-thiopyran-4-yl)thiazole-2-carboxamide O=S1(CCC(CC1)NC(=O)C=1SC=CN1)=O